5-(4-((2-(3-ethylureido)thiazol-5-yl)methyl)piperazin-1-yl)-N,6-dimethylpicolinamide trifluoroacetate FC(C(=O)O)(F)F.C(C)NC(NC=1SC(=CN1)CN1CCN(CC1)C=1C=CC(=NC1C)C(=O)NC)=O